(R)-2-Amino-N-(1-amino-2-methyl-1-oxopropan-2-yl)-3-(1H-indol-3-yl)propanamid N[C@@H](C(=O)NC(C(=O)N)(C)C)CC1=CNC2=CC=CC=C12